C=1N=CN2C1C=CC(=C2)C2=C(C=1CCCC1C=C2)N 5-(imidazo[1,5-a]pyridin-6-yl)-2,3-dihydro-1H-inden-4-amine